COC(=O)C1=CNC2=NC=CC=C21 1H-pyrrolo[2,3-b]Pyridine-3-carboxylic acid methyl ester